N-[(2-methoxyphenyl)methyl]-2-(3,4,5-trimethoxyphenyl)ethylamine COC1=C(C=CC=C1)CNCCC1=CC(=C(C(=C1)OC)OC)OC